C(C1=CC=CC=C1)NC(=O)N([C@@H]1CC[C@H](CC1)NC1=NC=C(C(=N1)NCC=1C(=NC=CC1)N(S(=O)(=O)C)C)C#N)C1=NC=C(C=C1)C=1C=NN(C1)C N-(3-(((2-((trans-4-((benzylcarbamoyl)(5-(1-methyl-1H-pyrazol-4-yl)pyridin-2-yl)amino)cyclohexyl)amino)-5-cyanopyrimidin-4-yl)amino)methyl)pyridin-2-yl)-N-methylmethanesulfonamide